OCCOC(C=C)=O.C(C=C)(=O)N Acrylamide hydroxyethyl-acrylate